1-(((1H-pyrazol-4-yl)sulfonyl)piperidin-4-yl)-4-((tetrahydrofuran-3-yl)oxy)-5-(trisFluoromethyl)pyrimidin-2-amine N1N=CC(=C1)S(=O)(=O)N1CCC(CC1)N1C(N=C(C(=C1)C(F)(F)F)OC1COCC1)N